COC1=CC=CC=2C(C3=CC=CC=C3C12)(C1=CC=C(C=C1)N)C1=CC=C(C=C1)N 4-methoxy-9,9-bis(4-aminophenyl)fluorene